4-(4-(3-morpholinobenzyloxy)phenyl)-N-((1-phenylazetidin-3-yl)methyl)-1H-imidazole-1-carboxamide O1CCN(CC1)C=1C=C(COC2=CC=C(C=C2)C=2N=CN(C2)C(=O)NCC2CN(C2)C2=CC=CC=C2)C=CC1